CC(CCC)NC1=NC=CC=N1 (pentan-2-ylamino)pyrimidine